FC1(CCC(CC1)[C@@H](C(=O)O)NC(=O)OCC1=NON=C1C)F (S)-2-(4,4-difluorocyclohexyl)-2-((((4-methyl-1,2,5-oxadiazol-3-yl)methoxy)carbonyl)amino)acetic acid